N-(2-Chlorophenyl)-6-methyl-3-(4,4,5,5-tetramethyl-1,3,2-dioxaborolan-2-yl)pyridine ClC1=C(C=CC=C1)N1CC(=CC=C1C)B1OC(C(O1)(C)C)(C)C